2-[2-[5-[2-[1-(6,7-dihydro-5H-pyrrolo[1,2-c]imidazol-1-yl)-2-oxo-2-(thiazol-2-ylamino)ethyl]-7-fluoro-indazol-6-yl]-2-pyridyl]-2,6-diazaspiro[3.3]heptan-6-yl]acetic acid C1(=C2N(C=N1)CCC2)C(C(NC=2SC=CN2)=O)N2N=C1C(=C(C=CC1=C2)C=2C=CC(=NC2)N2CC1(C2)CN(C1)CC(=O)O)F